C(C=C)(=O)OCC(CCC)C 2-methyl-1-pentyl acrylate